tri-tert-butyl (3S,10S,14S)-1-[(1r,4S)-4-(aminomethyl)cyclohexyl]-3-[(2-methylphenyl)methyl]-1,4,12-trioxo-2,5,11,13-tetraazahexadecane-10,14,16-tricarboxylate NCC1CCC(CC1)C(N[C@H](C(NCCCC[C@H](NC(N[C@@H](CCC(=O)OC(C)(C)C)C(=O)OC(C)(C)C)=O)C(=O)OC(C)(C)C)=O)CC1=C(C=CC=C1)C)=O